[Fe].[Co].[Cr] chromium-cobalt-iron